3-[(5S)-5-(3,5-dichloro-4-fluorophenyl)-5-(trifluoromethyl)-4,5-dihydroisoxazol-3-yl]-N-[2-[(2,2-difluoroethyl)amino]-2-oxoethyl]-5,6-dihydro-4H-cyclopenta[c]thiophene-1-carboxamide ClC=1C=C(C=C(C1F)Cl)[C@@]1(CC(=NO1)C1=C2C(=C(S1)C(=O)NCC(=O)NCC(F)F)CCC2)C(F)(F)F